(2R,4R)-N-((2S)-1-((2-amino-6,7-dihydro-5H-cyclopenta[b]pyridin-5-yl)amino)-1-oxopropan-2-yl)-4-(4-isopropylphenyl)piperidine-2-carboxamide NC1=CC=C2C(=N1)CCC2NC([C@H](C)NC(=O)[C@@H]2NCC[C@H](C2)C2=CC=C(C=C2)C(C)C)=O